C(C)N(CC)C(C)C N,N-diethyl-isopropyl-amine